ClC=1C=C(C=CC1N1CCN(CC1)C)NC=1N=CC2=C(N1)N(C(C(=C2)C#N)=O)C2CCCC2 2-((3-chloro-4-(4-methylpiperazin-1-yl)phenyl)amino)-8-cyclopentyl-7-oxo-7,8-dihydropyrido[2,3-d]pyrimidine-6-carbonitrile